FC1COC2(CCC3(OCCO3)CC2)C1O 11-fluoro-1,4,9-trioxadispiro[4.2.48.25]tetradecan-12-ol